C(CCCCC)(=O)[O-].N1C=[NH+]C=C1.[NH4+].C(CCCCC)(=O)[O-] ammonium imidazolium caproate